2,4-diaminobutyric acid dihydrochloride Cl.Cl.NC(C(=O)O)CCN